(s)-2-(3-cyclopropyl-1,7-dimethyl-4-oxo-1,4-dihydro-5H-pyrazolo[3,4-d]pyridazin-5-yl)-N-(1-(2-fluoro-4-methylphenyl)ethyl)acetamide C1(CC1)C1=NN(C=2C(=NN(C(C21)=O)CC(=O)N[C@@H](C)C2=C(C=C(C=C2)C)F)C)C